4-(7-(4-(2-(2-Aminopyridin-3-yl)-5-phenyl-3H-imidazo[4,5-b]pyridin-3-yl)benzyl)-2,7-diazaspiro[3.5]nonane-2-carbonyl)-2-hydroxybenzaldehyde NC1=NC=CC=C1C1=NC=2C(=NC(=CC2)C2=CC=CC=C2)N1C1=CC=C(CN2CCC3(CN(C3)C(=O)C3=CC(=C(C=O)C=C3)O)CC2)C=C1